BrC=1N=C(SC1)C[C@@H](C(=O)N1N[C@@H](CCC1)C(=O)OCC(C)C)NC(=O)[C@@H]1[C@H](C1)C 2-methylpropyl (3S)-1-[(2S)-3-(4-bromo-1,3-thiazol-2-yl)-2-{[(1S,2S)-2-methylcyclopropyl]formamido} propanoyl]-1,2-diazinane-3-carboxylate